OCCOCCOCCOCCOCCC(=O)O 1-hydroxy-3,6,9,12-tetraoxapentadecane-15-oic acid